CNC1=CC(=NC=2N1N=CC2C(=O)N[C@H]2C(N(CC2)C)=O)NC2=NC(=CC=C2)C 7-(methylamino)-N-[(3R)-1-methyl-2-oxo-pyrrolidin-3-yl]-5-[(6-methyl-2-pyridyl)amino]pyrazolo[1,5-a]pyrimidine-3-carboxamide